bis(diphenylmethane) nickel [Ni].C1(=CC=CC=C1)CC1=CC=CC=C1.C1(=CC=CC=C1)CC1=CC=CC=C1